COC1=CC=C(C2=C1NC(=N2)NC(=O)C=2C=CC(=NC2)C(=O)N(C)C)C=2C=NN(C2)C N5-[7-methoxy-4-(1-methyl-1H-pyrazol-4-yl)-1H-1,3-benzodiazol-2-yl]-N2,N2-dimethylpyridine-2,5-dicarboxamide